N-ethyl-5-fluoro-2-((5-(2-((R)-6-(((R)-2-hydroxy-3-methoxypropyl)(methyl)amino)-2-methylhexan-3-yl)-2,6-diazaspiro[3.4]oct-6-yl)-1,2,4-triazin-6-yl)oxy)-N-isopropylbenzamide C(C)N(C(C1=C(C=CC(=C1)F)OC1=C(N=CN=N1)N1CC2(CN(C2)[C@@H](C(C)C)CCCN(C)C[C@H](COC)O)CC1)=O)C(C)C